1,2-diphosphinoethane PCCP